aminoHeptanoic acid CCCCCC(C(=O)O)N